methyloctadecyldi(dimethylamino)silane C[Si](N(C)C)(N(C)C)CCCCCCCCCCCCCCCCCC